C1(=CC=CC2=CC=CC=C12)NC(C=C)=O N-1-naphthyl-acrylamide